C(#N)C=1C=C(C=NC1)N1C[C@@H](CC1)C=1C=C(C(=O)NC2=CC(=C(C=C2)CN(C)C)C(F)(F)F)C=CC1C (S)-3-(1-(5-cyanopyridin-3-yl)pyrrolidin-3-yl)-N-(4-((dimethylamino)methyl)-3-(trifluoromethyl)phenyl)-4-methylbenzamide